ClC1=CC2=C(N=N1)SC1=C2C(C(CC1)C(=O)OC)=O methyl 3-chloro-5-oxo-5,6,7,8-tetrahydrobenzo[4,5]thieno[2,3-c]pyridazine-6-carboxylate